C(C)OC(N(C1=CN=NC=C1)CC)=O ethyl-(pyridazin-4-yl)carbamic acid ethyl ester